(+)-2-(3-chloro-2-fluorophenyl)-2-[(4-{[(1,3-oxazol-2-yl)amino]methyl}-1H-1,3-benzodiazol-2-yl)amino]propan-1-ol ethyl-4-(4-chlorophenyl)-2,4-diketo-butyrate C(C)C(C(C(=O)OCC(C)(NC1=NC2=C(N1)C=CC=C2CNC=2OC=CN2)C2=C(C(=CC=C2)Cl)F)=O)C(=O)C2=CC=C(C=C2)Cl